tert-butyl (R)-3-(3-(2,6-bis(benzyloxy)pyridin-3-yl)-1-methyl-1H-indazol-7-yl)piperidine-1-carboxylate C(C1=CC=CC=C1)OC1=NC(=CC=C1C1=NN(C2=C(C=CC=C12)[C@@H]1CN(CCC1)C(=O)OC(C)(C)C)C)OCC1=CC=CC=C1